BrC=1C=C(C=CC1F)C1=NNC=C1 3-(3-bromo-4-fluorophenyl)-1H-pyrazole